C(C)O[Ti]OCC di-ethoxytitanium